N-(4-(ethylsulfonyl)benzyl)-7-(3-fluorophenyl)-10H-phenothiazine-2-carboxamide C(C)S(=O)(=O)C1=CC=C(CNC(=O)C2=CC=3NC4=CC=C(C=C4SC3C=C2)C2=CC(=CC=C2)F)C=C1